COCCC=O 3-methoxypropan-1-one